C(CC(C)C)ON=O Iso-Amylnitrite